C(C)(C)C=1C=NN2C1N=C(C=C2N)C2=C(C=CC=C2)OC 3-isopropyl-5-(2-methoxyphenyl)pyrazolo[1,5-a]Pyrimidine-7-amine